2-[2-[2-[2-[2-[2-[2-[2-[2-[2-(2,2-dimethoxyethoxy)ethoxy]ethoxy]ethoxy]ethoxy]ethoxy]ethoxy]ethoxy]ethoxy] ethoxy]ethyl 4-methylbenzenesulfonate CC1=CC=C(C=C1)S(=O)(=O)OCCOCCOCCOCCOCCOCCOCCOCCOCCOCCOCC(OC)OC